C(C)(C)C=1C(=NNC1C=1C=C(C=2N(C1)N=CN2)OC)C2=CC=C(C=C2)[C@H](C)N(C2COC2)C (S)-N-(1-(4-(4-isopropyl-5-(8-methoxy-[1,2,4]triazolo[1,5-a]pyridin-6-yl)-1H-pyrazol-3-yl)phenyl)ethyl)-N-methyloxetan-3-amine